6-{[(4-ethoxycyclohexyl)oxy]methyl}-7-hydroxy-3-methyl-6,7,8,9-tetrahydro-4H-quinolizin-4-one C(C)OC1CCC(CC1)OCC1N2C(C(=CC=C2CCC1O)C)=O